Methanesulfonic acid 2-amino-1-(3-methoxypyridin-2-yl)-2-oxoethyl ester NC(C(C1=NC=CC=C1OC)OS(=O)(=O)C)=O